BrC=1C=NC=CC1CCCBr 3-Bromo-4-(3-bromopropyl)pyridine